C(C)(C)(C)OC(=O)N1CC=2N(CCC1)N=C(C2)CCCC(=O)O 4-(5-(tert-butoxycarbonyl)-5,6,7,8-tetrahydro-4H-pyrazolo[1,5-a][1,4]diazepin-2-yl)butanoic acid